C12(C(CC(CC1)C2)CN)CN bicyclo[2.2.1]heptanedi(methylamine)